N-[(1S)-1-[2-(cyclopropylamino)-2-oxo-acetyl]-4,4-difluoro-pentyl]-2-(2,2-dimethylpropanoylamino)-5-fluoro-pyridine-3-carboxamide C1(CC1)NC(C(=O)[C@H](CCC(C)(F)F)NC(=O)C=1C(=NC=C(C1)F)NC(C(C)(C)C)=O)=O